3-(5-((2-methyl-4-((3-morpholinoazetidin-1-yl)methyl)benzyl)amino)-4-oxoquinazolin-3(4H)-yl)piperidine-2,6-dione CC1=C(CNC2=C3C(N(C=NC3=CC=C2)C2C(NC(CC2)=O)=O)=O)C=CC(=C1)CN1CC(C1)N1CCOCC1